C([O-])([O-])=O.[Ca+2].[N+](=O)([O-])[O-].[NH4+] Ammonium nitrat Calcium carbonat